CC(C)(C)OC(=O)C[C@@H](C(=O)O)NC(=O)OCC1C2=CC=CC=C2C3=CC=CC=C13 Fmoc-L-aspartic acid beta-tert-butyl ester